methyl 4-amino-3-(oxetan-3-yloxy)benzoate NC1=C(C=C(C(=O)OC)C=C1)OC1COC1